O=C1NC(CCC1N1C(C2=CC=C(C=C2C1=O)N1CC(CC1)CN1CCC(CC1)C1=CC=C(C=C1)NC=1C(=NC(=C(N1)N1CCCCC1)OC)C(=O)N)=O)=O 3-((4-(1-((1-(2-(2,6-dioxopiperidin-3-yl)-1,3-dioxoisoindolin-5-yl)pyrrolidine-3-yl)methyl)piperidin-4-yl)phenyl)amino)-6-methoxy-5-(piperidin-1-yl)pyrazine-2-carboxamide